2,2,5,9-tetramethyldec-3,4,8-trien-1-ol CC(CO)(C=C=C(CCC=C(C)C)C)C